N1(CCC1)C1CCN(CC1)C1=C(C=C(C=C1)NC=1N=C(C2=C(N1)SC=C2C)NC2=NC(=CC=C2)C(C)(C)OCC)OC N2-(4-(4-(azetidin-1-yl)piperidin-1-yl)-3-methoxyphenyl)-N4-(6-(2-ethoxypropan-2-yl)pyridin-2-yl)-5-methylthieno[2,3-d]pyrimidine-2,4-diamine